COC(=O)C=1SC(=CC1NC1=C(C=CC=C1)Cl)C1CC1 3-((2-chlorophenyl)amino)-5-cyclopropylthiophene-2-carboxylic acid methyl ester